O\N=C(\C1=CN=CC(=C1)OC)/Cl (Z)-N-hydroxy-5-methoxynicotinimidoyl chloride